CC#CC#CC hexa-2,4-diyn